2-fluoro-N-(6-(4-methylpyridin-3-yl)-4-(trifluoromethyl)benzo[d]thiazol-2-yl)cyclopropane-1-carboxamide FC1C(C1)C(=O)NC=1SC2=C(N1)C(=CC(=C2)C=2C=NC=CC2C)C(F)(F)F